6-chloro-3-iodo-1H-pyrazolo[3,4-B]pyrazine-1-carboxylic acid methyl ester COC(=O)N1N=C(C=2C1=NC(=CN2)Cl)I